OC[C@@H]1[C@H](C([C@@H](O1)O)O)O (2R,4S,5R)-5-(hydroxymethyl)tetrahydrofuran-2,3,4-triol